3-(2-Methylquinolin-8-yl)-1-((tetrahydro-2H-pyran-4-yl)methyl)-1H-pyrrole-2,5-dione CC1=NC2=C(C=CC=C2C=C1)C=1C(N(C(C1)=O)CC1CCOCC1)=O